C1CC12CN(CCC2)C2C(CN(CC2)C(=O)OC(C)(C)C)CC tert-Butyl 4-(5-azaspiro[2.5]octan-5-yl)-3-ethylpiperidine-1-carboxylate